C(CCCCCCCC=C)OC1=CC=C(C(=O)N=[N+]=[N-])C=C1 4-(9-decenoxy)benzoyl azide